heptanepentol C(C(CCCCC)(O)O)(O)(O)O